4,4'-sulfonyl-bis(methoxybenzene) S(=O)(=O)(C1=CC=C(C=C1)OC)C1=CC=C(C=C1)OC